FC=1C=C(C=CC1OC1=CC=NC2=CN=CC=C12)NC(=O)C=1C=NC(=C(C1O)C1=CC=C(C=C1)F)C N-[3-Fluoro-4-(1,7-naphthyridin-4-yloxy)phenyl]-5-(4-fluorophenyl)-4-hydroxy-6-methylpyridine-3-carboxamide